(E)-3-(5-((5-(4-(4-(1-(4-hydroxyphenyl)-2-phenylbut-1-en-1-yl)phenyl)piperidin-1-yl)pentyl)amino)-1-oxoisoindolin-2-yl)piperidine-2,6-dione OC1=CC=C(C=C1)\C(=C(/CC)\C1=CC=CC=C1)\C1=CC=C(C=C1)C1CCN(CC1)CCCCCNC=1C=C2CN(C(C2=CC1)=O)C1C(NC(CC1)=O)=O